C(C)(C)(C)OC(=O)N1C(C[C@H](C1=O)C[C@@H](C(=O)N(C)OC)NC(=O)OC(C)(C)C)(C)C (R)-4-((S)-2-((tert-butoxycarbonyl)amino)-3-(methoxy(methyl)amino)-3-oxopropyl)-2,2-dimethyl-5-oxopyrrolidine-1-carboxylic acid tert-butyl ester